C1(CC1)OC1=CC=C(C=C1)CN (4-cyclopropoxyphenyl)methanamine